N-(3-cyano-4-methyl-1H-indol-7-yl)-1-(fluoromethyl)pyrazole-4-sulfonamide C(#N)C1=CNC2=C(C=CC(=C12)C)NS(=O)(=O)C=1C=NN(C1)CF